C(C)N(CCC1=C(C(=O)N)C=CC=C1NC1=NC=C(C=N1)C1=CC=CC=C1)CC [2-(diethylamino)ethyl]-3-[(5-phenylpyrimidin-2-yl)amino]benzamide